ClC=1C(=C2C=NNC2=C(C1F)NN1CCOCC1)C=1N=CC=2N(C1)C=C(N2)NC(=O)C2C(C2)F N-(6-(5-chloro-6-fluoro-7-(morpholinoamino)-1H-indazol-4-yl)imidazo[1,2-a]pyrazin-2-yl)-2-fluorocyclopropane-1-carboxamide